5,6-bis(octyloxy)benzo[C][1,2,5]thiadiazole C(CCCCCCC)OC1=CC=2C(=NSN2)C=C1OCCCCCCCC